OCC1CC(N(C1)C1=CC(=C(C=N1)C#N)C)=O 6-(4-(hydroxymethyl)-2-oxopyrrolidin-1-yl)-4-methylpyridine-3-carbonitrile